FC=1C=C2C(=C(/C(/C2=CC1)=C/C1=CC=C(C=C1)OC1=CC=C(C=C1)F)C)/C=C/C(=O)O (2E)-3-[(1Z)-5-fluoro-1-{[4-(4-fluorophenoxy)phenyl]methylene}-2-methyl-1H-inden-3-yl]prop-2-enoic acid